N1CCC(CC1)C=1N(N=C2C=C(C=CC12)C1=C(C=CC=C1)C(F)(F)F)C(CCN1CCOCC1)C 4-(3-(3-(piperidin-4-yl)-6-(2-(trifluoromethyl)phenyl)-2H-indazol-2-yl)butyl)morpholine